6-amino-N-(methyl-d3)-4-((3-(methylsulfonyl)pyridin-2-yl)amino)pyridazine-3-carboxamide NC1=CC(=C(N=N1)C(=O)NC([2H])([2H])[2H])NC1=NC=CC=C1S(=O)(=O)C